azobis(2,4,4-trimethylvaleronitrile) N(=NC(C#N)(CC(C)(C)C)C)C(C#N)(CC(C)(C)C)C